5-[(E)-3,3-Dimethylbut-1-enyl]-N-[3-fluoro-4-[[6-methoxy-7-(2-methoxyethoxy)-1,5-naphthyridin-4-yl]oxy]phenyl]-4-hydroxy-6-methylpyridine-3-carboxamide CC(/C=C/C=1C(=C(C=NC1C)C(=O)NC1=CC(=C(C=C1)OC1=CC=NC2=CC(=C(N=C12)OC)OCCOC)F)O)(C)C